C(C)OC(=O)C1CC12CCN(CC2)C(=O)OC(C)(C)C 6-azaspiro[2.5]Octane-1,6-dicarboxylic acid 6-t-butyl 1-ethyl ester